BrC1C([C@@]2(CCC1C2(C)C)CS(=O)(=O)O)=O (S)-(+)-3-bromocamphor-10-sulfonic acid